COC=1N=C2C(=CC=NC2=CC1OC)OC1=C(C=C(C=C1)NC(=O)C=1C(C(=CN2C1COCC2)C2=COC=C2)=O)F N-[4-[(6,7-dimethoxy-1,5-naphthyridin-4-yl)oxy]-3-fluorophenyl]-7-(furan-3-yl)-8-oxo-3,4-dihydro-1H-pyrido[2,1-c][1,4]oxazine-9-carboxamide